(2R)-2-methyl-4-oxo-piperidine-1-carboxylic acid tert-butyl ester C(C)(C)(C)OC(=O)N1[C@@H](CC(CC1)=O)C